propyl (3-cyano-3-oxopropyl)methylphosphinate C(#N)C(CCP(OCCC)(=O)C)=O